FC1(CC1)CNC=1N=CC2=C(N1)NC=C2C=2C=C(C=1N(C2)C=CN1)F N-((1-fluorocyclopropyl)methyl)-5-(8-fluoroimidazo[1,2-a]pyridin-6-yl)-7H-pyrrolo[2,3-d]pyrimidin-2-amine